COC1=C(C=C2CCN3C(C2=C1)=CC(=NC3=O)N(C3=C(C=C(C=C3C)C)C)CCN3C(NCC3)=O)OC([2H])([2H])[2H] 10-Methoxy-9-(methoxy-d3)-2-[[2-(2-oxo-imidazolin-1-yl)-ethyl]-(2,4,6-trimethyl-Phenyl)-amino]-6,7-dihydro-pyrimidino[6,1-a]isoquinolin-4-one